BrC1=C(C[C@@]2(C(O[C@](O2)(C(=O)[O-])C(C)(C)C)=O)C2=CC=CC=C2)C(=CC(=C1)F)F (2S,5S)-5-(2-Bromo-4,6-difluorobenzyl)-2-(tert-butyl)-5-phenyl-1,3-dioxolan-4-oneAt